2-cyclopropyl-3-phenylpyrimido[4,5-b][1,5]naphthyridine-4,5(3H,10H)-dione C1(CC1)C=1N(C(C2=C(NC3=CC=CN=C3C2=O)N1)=O)C1=CC=CC=C1